C1=CC=CC=2C3=CC=CC=C3C(C12)COC(=O)NCC(=O)NCC(=O)NCC(=O)O (((9H-fluoren-9-yl)methoxy)carbonyl)-glycylglycylglycine